(S)-2-((1-methyl-1H-indazol-3-yl)amino)-4-((2-((6-methylpyridin-3-yl)oxy)ethyl)(4-(5,6,7,8-tetrahydro-1,8-naphthyridin-2-yl)butyl)amino)butanoic acid CN1N=C(C2=CC=CC=C12)N[C@H](C(=O)O)CCN(CCCCC1=NC=2NCCCC2C=C1)CCOC=1C=NC(=CC1)C